FC(OCCC1(CCCC1)NC(=O)C=1C=NN2C1CN(CC2)C(=O)C=2NC1=CC=CC=C1C2)F N-{1-[2-(difluoromethoxy)ethyl]cyclopentyl}-5-(1H-indole-2-carbonyl)-4H,5H,6H,7H-pyrazolo[1,5-a]pyrazine-3-carboxamide